N,N-dimethylferrocenyl-ethyl-amine CN(C)CC[C-]1C=CC=C1.[CH-]1C=CC=C1.[Fe+2]